3,5-Diamino-2-[2-[4-[(E)-3-oxo-3-[4-(4-propylphenyl)phenyl]prop-1-enyl]phenoxy]ethyl]benzoic acid NC=1C(=C(C(=O)O)C=C(C1)N)CCOC1=CC=C(C=C1)\C=C\C(C1=CC=C(C=C1)C1=CC=C(C=C1)CCC)=O